C(C=C)OC(=O)N[C@@H](C)C(=O)O ((allyloxy)carbonyl)-L-alanine